Tert-butyl (2-chloro-4,5-difluoro-3-iodophenyl)carbamate ClC1=C(C=C(C(=C1I)F)F)NC(OC(C)(C)C)=O